Br.N=1SN=C2C1C=CC=C2CN2C(OC=C2)=N (2,1,3-benzothiadiazol-4-yl)methyl-2,3-dihydro-1,3-oxazol-2-imine hydrobromide